FC1=C(C=C(C=C1)F)[C@H](CC)N=C=O (S)-(-)-1-(2,5-difluorophenyl)propyl isocyanate